ClC=1C=C(C=NC1N1N=CC=N1)C=1C(=NN2C1N=CC1=C2C(CCN1C(=O)N)C(F)(F)F)C (5-chloro-6-(2H-1,2,3-triazol-2-yl)pyridin-3-yl)-2-methyl-9-(trifluoromethyl)-8,9-dihydropyrazolo[1,5-a]pyrido[2,3-e]pyrimidine-6(7H)-carboxamide